2-bromo-7-(diethylamino)-3H-phenoxazin-3-one BrC1=CC2=NC3=CC=C(C=C3OC2=CC1=O)N(CC)CC